Ethyl 2-[(1R,3R)-1-acetamido-3-[(2S,3S)-N-hexyl-3-methyl-2-{[(2R)-1-methylpiperidin-2-yl]formamido}pentanamido]-4-methylpentyl]-1,3-thiazole-4-carboxylate C(C)(=O)N[C@H](C[C@H](C(C)C)N(C([C@H]([C@H](CC)C)NC(=O)[C@@H]1N(CCCC1)C)=O)CCCCCC)C=1SC=C(N1)C(=O)OCC